NC=1C=C2CN(C(N(C2=CC1)CC1=CC(=CC=C1)C(F)(F)F)=O)C 6-amino-3-methyl-1-{[3-(trifluoromethyl)phenyl]methyl}-4H-quinazolin-2-one